C1(=CC=CC=C1)[C@H]([C@H]1CNC2=C(N1)N=CC=C2)NCCC2=CC(=CS2)[C@H](C(=O)O)C |&1:25| (R and S)-2-(5-(2-(((R)-phenyl((R)-1,2,3,4-tetrahydropyrido[2,3-b]pyrazin-3-yl)methyl)amino)ethyl)thiophen-3-yl)propanoic acid